(1-methyl-1H-tetrazol-5-yl)-2-((6-(methylsulfonyl)pyridin-2-yl)methoxy)-1H-benzo[d]imidazole CN1N=NN=C1N1C(=NC2=C1C=CC=C2)OCC2=NC(=CC=C2)S(=O)(=O)C